ClC1=CC=C2CCN(C2=C1)C1=NC=NC2=CC=C(C=C12)C=1C=C2C(=NC1)NC(C2)=O 5-[4-(6-chloroindolin-1-yl)quinazolin-6-yl]-1,3-dihydropyrrolo[2,3-b]pyridin-2-one